(5S,8R)-1-fluoro-N-(2-fluoro-5-(trifluoromethyl)phenyl)-6,7,8,9-tetrahydro-5H-5,8-epimino-cyclohepta[c]pyridine-10-carboxamide FC1=NC=CC2=C1C[C@H]1CC[C@@H]2N1C(=O)NC1=C(C=CC(=C1)C(F)(F)F)F